7-(4,4,5,5-tetramethyl-1,3,2-dioxaborolan-2-yl)-[1,2]thiazolo[4,5-b]pyridine CC1(OB(OC1(C)C)C1=C2C(=NC=C1)C=NS2)C